O=C1N(CC2=CC(=CC=C12)C1CCN(CC1)CC1=CC=C(C=C1)OC(F)(F)F)C1C(NC(CC1)=O)=O 3-(1-oxo-5-(1-(4-(trifluoromethoxy)benzyl)piperidin-4-yl)isoindolin-2-yl)piperidine-2,6-dione